C(\C=C/C(=O)[O-])(=O)OCC(CCCC)CC mono-2-ethylhexyl maleate